1-[(1S,4S)-5-[4-[[5-(cyclopropylmethoxy)-3-fluoro-2-pyridyl]amino]pyrido[3,2-d]pyrimidin-6-yl]-2,5-diazabicyclo[2.2.1]heptan-2-yl]prop-2-en-1-one C1(CC1)COC=1C=C(C(=NC1)NC=1C2=C(N=CN1)C=CC(=N2)N2[C@@H]1CN([C@H](C2)C1)C(C=C)=O)F